NC=1C(=NN(C1N)CCO)C 4,5-diamino-1-(β-hydroxyethyl)3-methylpyrazole